dihydrocodeine C1=CC(OC)=C2C=3[C@@]45[C@@H](O2)[C@@H](O)CC[C@H]4[C@@H](CC13)N(C)CC5